4-(2-(3-(3-chloro-2-fluoro-6-(2H-tetrazol-2-yl)phenyl)acrylamido)-2-phenylacetamido)-2-fluorobenzoic acid ClC=1C(=C(C(=CC1)N1N=CN=N1)C=CC(=O)NC(C(=O)NC1=CC(=C(C(=O)O)C=C1)F)C1=CC=CC=C1)F